pentaethoxyisophthalic acid C(C)OOC(C1=C(C(C(=O)O)=C(C(=C1OCC)OCC)OCC)OCC)=O